N-(5-(2-(1-oxa-7-azaspiro[3.5]nonan-7-yl)acetamido)-2-methylpyridin-3-yl)-7-(1-methyl-1H-pyrazol-4-yl)-[1,2,4]triazolo[4,3-a]pyridine-3-carboxamide O1CCC12CCN(CC2)CC(=O)NC=2C=C(C(=NC2)C)NC(=O)C2=NN=C1N2C=CC(=C1)C=1C=NN(C1)C